2,6-dimethyl-3,5-bis[(morpholin-4-yl)methyl]benzene-1,4-diol CC1=C(C(=C(C(=C1CN1CCOCC1)O)CN1CCOCC1)C)O